C(C)(C)(C)OC(=O)N[C@@H](C(=O)O)C1=CC=CC=C1 |r| (2RS)-2-(tert-Butoxycarbonylamino)-2-phenyl-acetic acid